C(C)OC(=O)C=1N=CC=2CN(CCC2C1)C1=NC(=CC(=C1)F)N1CC(CC1)C 7-(4-fluoro-6-(3-methylpyrrolidin-1-yl)pyridin-2-yl)-5,6,7,8-tetrahydro-2,7-naphthyridine-3-carboxylic acid ethyl ester